isobutyl (3,5,7-trimethyloct-4-en-1-yl) oxalate C(C(=O)OCCC(C=C(CC(C)C)C)C)(=O)OCC(C)C